N1=CC(=CC=C1)NC(C(=O)NC=1C=NC=CC1)=O N,N'-bis(3-pyridyl)ethanediamide